(S)-3-(5-chloro-2-methylphenyl)-N-methyl-5-oxo-5-(piperidin-1-yl)pentanamide t-hexylperoxy-2-hexylhexanoate C(C)(C)(CCC)OOC(C(=O)O)(CCCC)CCCCCC.ClC=1C=CC(=C(C1)[C@@H](CC(=O)NC)CC(N1CCCCC1)=O)C